O=C1N(C(C2=CC=CC=C12)=O)CC(=O)NC1=CC=C(C=C1)S(NCCC1=CC=CC=C1)(=O)=O 2-(1,3-dioxo-isoindol-2-yl)-N-(4-(N-phenethylsulfamoyl)phenyl)acetamide